(3-(2-methyl-6-tosylimidazo[4,5-d]pyrrolo[2,3-b]pyridin-1(6H)-yl)bicyclo[1.1.1]pentan-1-yl)propane-1-sulfonamide CC1=NC=2C(=C3C(=NC2)N(C=C3)S(=O)(=O)C3=CC=C(C)C=C3)N1C13CC(C1)(C3)C(CC)S(=O)(=O)N